N-(1-{4-[(2S)-2,3-dihydro-1,4-benzodioxin-2-yl]benzyl}piperidin-4-yl)-2-methoxyacetamide O1[C@H](COC2=C1C=CC=C2)C2=CC=C(CN1CCC(CC1)NC(COC)=O)C=C2